C1(=CC=CC2=CC=CC=C12)N[C@@H](C)C(=O)O naphthalyl-alanine